3-ethyl-2-hydroxy-benzaldehyde C(C)C=1C(=C(C=O)C=CC1)O